guanosine 3',5'-bisdiphosphate P(O)(=O)(OP(=O)(O)O)O[C@H]1[C@H]([C@@H](O[C@@H]1COP(O)(=O)OP(=O)(O)O)N1C=NC=2C(=O)NC(N)=NC12)O